N1(CCOCC1)CCOC1=CC=CC2=C1N=C(S2)N [2-(morpholin-4-yl)ethoxy]-1,3-benzothiazol-2-amine